(R)-4-bromo-N1-(1-methylpyrrolidin-3-yl)benzene-1,2-diamine BrC=1C=C(C(=CC1)N[C@H]1CN(CC1)C)N